ethyl 1-(4-(bromomethyl) phenyl)-5-methyl-1H-pyrazole-3-carboxylate BrCC1=CC=C(C=C1)N1N=C(C=C1C)C(=O)OCC